t-butyl thiocarbonate C(OC(C)(C)C)([O-])=S